2-(4-(4-(((5-chloropyridin-3-yl)methyl)amino)-6-(3,5-dimethyl-isoxazol-4-yl)quinazolin-2-yl)-1H-pyrazol-1-yl)-N,N-dimethylacetamide ClC=1C=C(C=NC1)CNC1=NC(=NC2=CC=C(C=C12)C=1C(=NOC1C)C)C=1C=NN(C1)CC(=O)N(C)C